5-(4-bromothiazol-2-yl)pent-4-yn-2-ol BrC=1N=C(SC1)C#CCC(C)O